Ethyl (S)-7-fluoro-1-methyl-2-oxo-8-(2-(((2-oxo-3-(3-oxo-3,4-dihydro-2H-pyrido[3,2-b][1,4]oxazin-6-yl)oxazolidin-5-yl)methyl)amino)ethyl)-1,2-dihydroquinoline-4-carboxylate FC1=CC=C2C(=CC(N(C2=C1CCNC[C@H]1CN(C(O1)=O)C=1C=CC=2OCC(NC2N1)=O)C)=O)C(=O)OCC